2H-benzotriazole-5-ylamine N=1NN=C2C1C=CC(=C2)N